2-(4-(tert-butyl)naphthalen-2-yl)-4-(1,1-dimethyl-1H-benzo[b]silol-2-yl)pyridine C(C)(C)(C)C1=CC(=CC2=CC=CC=C12)C1=NC=CC(=C1)C1=CC2=C([Si]1(C)C)C=CC=C2